ClC1=CN=C(N=N1)C1=C(C=C(C=C1)Cl)OC 6-chloro-3-(4-chloro-2-methoxyphenyl)-1,2,4-triazine